(1R,3R,5S)-N-(2-fluoro-5-(1-methyl-1H-1,2,4-triazol-3-yl)-4-(trifluoromethyl)phenyl)-3-methyl-1-(5-methyl-1,3,4-oxadiazol-2-yl)-8-azabicyclo[3.2.1]octane-8-carboxamide FC1=C(C=C(C(=C1)C(F)(F)F)C1=NN(C=N1)C)NC(=O)N1[C@]2(C[C@@H](C[C@@H]1CC2)C)C=2OC(=NN2)C